C(C)(C)(C)OC(=O)N1C(CNCC1)CC1=CC(=NC=C1)N(C)C1=C(C=C(C=C1)C)Cl (2-((2-chloro-4-methylphenyl)(methyl)amino)isonicotinyl)piperazine-1-carboxylic acid tert-butyl ester